tris(o-methoxyphenyl)phosphine COC1=C(C=CC=C1)P(C1=C(C=CC=C1)OC)C1=C(C=CC=C1)OC